COCOC1=C(C(=CC(=C1)C(F)(F)F)C)C1=CC2=C(N=N1)N(CC2)[C@H]2CNCCC2 3-[2-(methoxymethoxy)-6-methyl-4-(trifluoromethyl)phenyl]-7-[(3R)-piperidin-3-yl]-6,7-dihydro-5H-pyrrolo[2,3-c]pyridazine